NC=1C2=C(N=CN1)N(C(=C2C(=O)O)Cl)C(C)(C)C 4-amino-6-chloro-7-(tert-butyl)-7H-pyrrolo[2,3-d]pyrimidine-5-carboxylic acid